ClC=1C(=NC(=NC1)N[C@@H]1CC[C@H](CC1)OC)C1=CC=C2CN(C(C2=C1)=O)[C@@H](C(=O)N[C@H](CO)C1=CC(=CC=C1)C)C (2R)-2-[6-(5-chloro-2-{[trans-4-methoxycyclohexyl]amino}pyrimidin-4-yl)-1-oxo-2,3-dihydro-1H-isoindol-2-yl]-N-[(1S)-2-hydroxy-1-(3-methylphenyl)ethyl]propanamide